((5-fluoro-4-(4-fluoro-2-methoxyphenyl)pyrimidin-2-yl)amino)-8-((dimethylamino)methyl)-2H-benzo[b][1,4]oxazin-3(4H)-one FC=1C(=NC(=NC1)NC1C(NC2=C(O1)C(=CC=C2)CN(C)C)=O)C2=C(C=C(C=C2)F)OC